FC(OC1=CC(=NN1S(=O)(=O)C1=CC=C(C)C=C1)N)F 5-(difluoromethoxy)-1-tosyl-1H-pyrazol-3-amine